Cl.NC[C@H]1CNC(O1)=O (S)-5-(aminomethyl)oxazolidin-2-one hydrochloride